C(#N)C1=C(COC2=CC=C(C=C2)NC=2C=C(C(=O)NCCC3CCCC3)C=CC2)C=CC=C1 3-((4-((2-Cyanobenzyl)oxy)phenyl)amino)-N-(2-cyclopentylethyl)benzamide